COC1=CC=C(C=C1)C(OC[C@]1(O[C@H](CN(C1)C(C)C)N1C(NC(C=C1)=O)=O)CO)(C1=CC=CC=C1)C1=CC=C(C=C1)OC 1-[(2R,6R)-6-[[bis(4-methoxyphenyl)-phenyl-methoxy]methyl]-6-(hydroxymethyl)-4-iso-propyl-morpholin-2-yl]pyrimidine-2,4-dione